[N+](=O)([O-])O[C@@H]1CO[C@H]2[C@@H]1OC[C@@H]2OCC(=O)O 2-(((3S,3aR,6R,6aS)-6-(nitrooxy)hexahydrofuro[3,2-b]furan-3-yl)oxy)acetic acid